(1R,5S)-6-oxa-3-azabicyclo[3.1.1]heptane [C@@H]12CNC[C@@H](O1)C2